C(=O)(O)C1=CC=CC2=CC=C(C=C12)C(=O)O 1,7-Dicarboxynaphthalene